FC=1C=NC=CC1C1=NN2C(O[C@@H](CC2)C)=C1C(=O)OCC Ethyl (5R)-2-(3-fluoropyridin-4-yl)-5-methyl-6,7-dihydro-5H-pyrazolo[5,1-b][1,3]oxazine-3-carboxylate